2-(2-methyl-2H-indazol-5-yl)-7-(1-methylpiperidin-4-yl)-4H-pyrido[1,2-a]pyrimidin-4-one CN1N=C2C=CC(=CC2=C1)C=1N=C2N(C(C1)=O)C=C(C=C2)C2CCN(CC2)C